tert-butyl 1-oxobut-2-ylcarbamate O=CC(CC)NC(OC(C)(C)C)=O